1-(6-(3-methyl-7-(2-propanyl)-4-(1,2,3,4-tetrahydro-8-quinolinyl)-5,6,7,8-tetrahydro-1,7-naphthyridin-2-yl)-2,6-diazaspiro[3.4]octan-2-yl)-2-propen-1-one CC=1C(=NC=2CN(CCC2C1C=1C=CC=C2CCCNC12)C(C)C)N1CC2(CN(C2)C(C=C)=O)CC1